N-(4-(4-ethyl-4H-1,2,4-triazol-3-yl)-2-methoxyphenyl)-8-(3-methoxy-3-methylazetidin-1-yl)-6-methylpyrido[3,4-d]pyrimidin-2-amine C(C)N1C(=NN=C1)C1=CC(=C(C=C1)NC=1N=CC2=C(N1)C(=NC(=C2)C)N2CC(C2)(C)OC)OC